trans-N-[3-(2-fluoro-6-methoxyphenyl)-1-{[2-(trimethylsilyl)ethoxy]methyl}pyrrolo[2,3-b]pyridin-6-yl]-2-[(4-methylpiperazin-1-yl)methyl]cyclopropane-1-carboxamide FC1=C(C(=CC=C1)OC)C1=CN(C2=NC(=CC=C21)NC(=O)[C@H]2[C@@H](C2)CN2CCN(CC2)C)COCC[Si](C)(C)C